The molecule is a sesquarterpene that is 1,4-cyclohexadiene bearing a methyl substituent at position 1 and a 6,10,14,18,22-pentamethyltricosa-5,9,13,17,21-pentaen-2-yl group at position 4. It is a cyclohexadiene and a sesquarterpene. CC1=CCC(=CC1)[C@H](C)CC/C=C(\\C)/CC/C=C(\\C)/CC/C=C(\\C)/CC/C=C(\\C)/CCC=C(C)C